1-(2-chlorophenyl)-7-cyclopropyl-4-((cyclopropylmethyl)amino)-2-oxo-1,2-dihydropyrido[2,3-d]pyrimidine-6-carbonitrile ClC1=C(C=CC=C1)N1C(N=C(C2=C1N=C(C(=C2)C#N)C2CC2)NCC2CC2)=O